(8-hydroxy-3-oxo-4H-1,4-benzoxazin-6-yl)carbamic acid tert-butyl ester C(C)(C)(C)OC(NC=1C=C(C2=C(NC(CO2)=O)C1)O)=O